Tert-butyl-[[4-(2,4-difluoro-5-nitro-phenyl)-2-(trifluoromethyl)pyrimidin-5-yl]methoxy]-dimethyl-silane C(C)(C)(C)[Si](C)(C)OCC=1C(=NC(=NC1)C(F)(F)F)C1=C(C=C(C(=C1)[N+](=O)[O-])F)F